NC1=NC=CC(=C1Cl)SC=1C=2N(C(=CC1C)N1CCC3(CC1)[C@@H](C1=CC=CC=C1C3)N)C=CN2 (S)-1'-(8-((2-amino-3-chloropyridin-4-yl)thio)-7-methylimidazo[1,2-a]pyridin-5-yl)-1,3-dihydrospiro[inden-2,4'-piperidin]-1-amine